6-(2,6-dichlorophenyl)-5-ethenyl-8-methyl-2-(methylsulfanyl)pyrido[2,3-d]pyrimidin-7-one ClC1=C(C(=CC=C1)Cl)C1=C(C2=C(N=C(N=C2)SC)N(C1=O)C)C=C